2,4-Dimethyl-6,7,8,9-tetrahydro-5H-pyrido[3,2-d]azepine-7-carboxylic acid 2-methylpropan-2-yl ester CC(C)(C)OC(=O)N1CCC2=C(CC1)N=C(C=C2C)C